BrC=1C(=C(C=CC1)C1=NN2C(C=CC(=C2)CO)=N1)C [2-(3-bromo-2-methyl-phenyl)-[1,2,4]triazolo[1,5-a]pyridin-6-yl]methanol